C(C)N(CCOC1=C(C2=CC=CC=C2C=C1)CC1=C(C=CC2=CC=CC=C12)N)CC 1-({2-[2-(diethylamino)ethoxy]naphthalen-1-yl}methyl)naphthalen-2-amine